2-(3-amino-5-bromopyridin-2-yl)propan-2-ol NC=1C(=NC=C(C1)Br)C(C)(C)O